N(C#N)[S@](=NC(CC=1C(=C2COC(C2=CC1C(C)C)=O)C(C)C)=O)(=O)C1=CN=C(S1)C(C)(C)O (S)-N-(cyanamido(2-(2-hydroxypropan-2-yl)thiazol-5-yl)(oxo)-λ6-sulfaneylidene)-2-(4,6-diisopropyl-1-oxo-1,3-dihydroisobenzofuran-5-yl)acetamide